[C@H]1([C@H](O)[C@@H](O)[C@H](O)[C@H](O1)CO)OC[C@H]([C@H]([C@@H]([C@H](CO)O)O)O)O 6-O-alpha-D-glucopyranosyl-D-sorbitol